3-methyl-1H-purine-2,6(3h,7h)-dione CN1C(NC(C=2NC=NC12)=O)=O